C1(CC1)C#CC=1C(=C(CC2N(CCC2NS(=O)(=O)CC)C(C(C)C)=O)C=CC1)F N-(2-(3-(cyclopropylethynyl)-2-fluorobenzyl)-1-isobutyrylpyrrolidin-3-yl)ethanesulfonamide